5-[(3-Cyclopropyl-2-fluorophenyl)thio]-N-[2-(2,4-dimethylphenyl)-2,2-difluoroethyl]-2-methylisonicotinamide C1(CC1)C=1C(=C(C=CC1)SC1=CN=C(C=C1C(=O)NCC(F)(F)C1=C(C=C(C=C1)C)C)C)F